BrC1=CN=C(N=N1)SC 6-bromo-3-(methylsulfanyl)-1,2,4-triazine